C(C)(C)OC(=O)C=1C=CN2C=C(C=C2C1)C1=CC=CC=C1 2-phenylindolizine-7-carboxylic acid isopropyl ester